FC1=CC(=C(C=C1)C1=CC=C(C=N1)CN)OC=1N(N=C(C1)N1CCCC1)C [6-[4-fluoro-2-(2-methyl-5-pyrrolidin-1-ylpyrazol-3-yl)oxyphenyl]pyridin-3-yl]methanamine